2-[1-(5-chloropyrimidin-2-yl)-4-piperidyl]ethyl 2-[3-fluoro-4-[2-oxo-2-[3-[[[rac-(2S,3R,4R,5R)-2,3,4,5,6-pentahydroxyhexyl]amino]methyl] azetidin-1-yl]ethyl]phenyl]acetate FC=1C=C(C=CC1CC(N1CC(C1)CNC[C@@H]([C@H]([C@@H]([C@@H](CO)O)O)O)O)=O)CC(=O)OCCC1CCN(CC1)C1=NC=C(C=N1)Cl |r|